4-(2-methoxyethoxy)cyclohexane-1-amine COCCOC1CCC(CC1)N